FC1=C(CN(S(=O)(=O)CC)C=2C=C(C=CC2)C2CCN(CC2)C(=O)OC(C)(C)C)C=CC(=C1)C(=O)OC tert-butyl 4-(3-(N-(2-fluoro-4-(methoxycarbonyl)benzyl)ethylsulfonamido)phenyl)piperidine-1-carboxylate